1-isopropyl-6-(pent-4-en-2-yl)-N-(1-(3,4,5-trimethoxyphenyl)-1H-imidazol-4-yl)-1H-pyrazolo[3,4-d]Pyrimidine-4-amine C(C)(C)N1N=CC=2C1=NC(=NC2NC=2N=CN(C2)C2=CC(=C(C(=C2)OC)OC)OC)C(C)CC=C